C(C)(=O)OC(C(C)(C)C)C(C)C 3-acetoxy-2,2,4-trimethylpentane